C(C)(C)(C)OC(=O)N1CC=2C(N(C=3N=CC=CC3C2CC1)CC1=CC(=CC=C1)Cl)=O 6-(3-chlorobenzyl)-5-oxo-1,4,5,6-tetrahydropyrido[3,4-C][1,8]naphthyridine-3(2H)-carboxylic acid tert-butyl ester